(R)-(4-(4-fluoropyrazolo[1,5-a]pyridin-2-yl)-6,7-dihydro-1H-imidazo[4,5-c]pyridin-5(4H)-yl)(5-(5-methoxypyridin-2-yl)-1,3,4-oxadiazol-2-yl)methanone FC=1C=2N(C=CC1)N=C(C2)[C@@H]2N(CCC1=C2N=CN1)C(=O)C=1OC(=NN1)C1=NC=C(C=C1)OC